tert-butyl (2S,3R,4aS,7aS)-2-[4-(cyclopentylamino) phenyl]-2,3,4,4a,5,6,7,7a-octahydro-1H-cyclopenta[b]pyridine-3-carboxylate C1(CCCC1)NC1=CC=C(C=C1)[C@@H]1[C@@H](C[C@H]2[C@@H](N1)CCC2)C(=O)OC(C)(C)C